N-(5-(3,5-difluorobenzyl)-1H-indazol-3-yl)-4-(4-(1-(4-(2,6-dioxopiperidin-3-yl)benzyl)piperidin-4-yl)piperazin-1-yl)-2-((tetrahydro-2H-pyran-4-yl)amino)benzamide FC=1C=C(CC=2C=C3C(=NNC3=CC2)NC(C2=C(C=C(C=C2)N2CCN(CC2)C2CCN(CC2)CC2=CC=C(C=C2)C2C(NC(CC2)=O)=O)NC2CCOCC2)=O)C=C(C1)F